C(C)(C)C(C(=O)OCC=1C=C2C(=NC1)N(N=C2N2CCN(CC2)C)COCC[Si](C)(C)C)CCCCCCCCCCCCCC(C)C [3-(4-methylpiperazin-1-yl)-1-(2-trimethylsilylethoxymethyl)pyrazolo[3,4-b]pyridin-5-yl]methanol isopropyl-isostearate